FC1=C(C(=CC(=C1)F)OCCOC)CC=1SC=CC1C(=O)N(CC)CC 2-[[2,4-difluoro-6-(2-methoxyethoxy)phenyl]methyl]-N,N-diethylthiophene-3-carboxamide